OC1(CC(N(CC1)C(=O)OC(C)(C)C)C)C(N[C@@H](CCCO)C1=CC=CC=C1)=O tert-butyl 4-hydroxy-4-(((S)-4-hydroxy-1-phenylbutyl)carbamoyl)-2-methylpiperidine-1-carboxylate